O1C=CC2=C1C=CC=C2O[Si](C)(C)C(C)(C)C (benzofuran-4-yloxy)(tert-butyl)dimethylsilane